8-hydroxy-1,6-naphthyridine-7-carboxylic acid OC=1C(=NC=C2C=CC=NC12)C(=O)O